C(C1=CC=CC=C1)OC1=NC(=CC=C1C=1C=NC(=C(C1)F)C1CCN(CC1)C1=C(C(=C(C=C1)B1OC(C(O1)(C)C)(C)C)F)F)OCC1=CC=CC=C1 2,6-Bis(benzyloxy)-6'-(1-(2,3-difluoro-4-(4,4,5,5-tetramethyl-1,3,2-dioxaborolan-2-yl)phenyl)piperidin-4-yl)-5'-fluoro-3,3'-bipyridine